N1C(=NC2=C1C=CC=C2)C2=C(C=CC(=C2)NC2=CC=C(C=C2)C=2C=NC=NC2)N(C)C 2-(1H-benzo[d]imidazol-2-yl)-N1,N1-dimethyl-N4-(4-pyrimidin-5-ylphenyl)benzene-1,4-diamine